ClC=1C=C(CNCCCCOC2CN(C2)C2=NC3=C(C4=CN=CC=C24)C=CC=C3)C=C(C1Cl)OC(F)(F)F 5-(3-(4-((3,4-dichloro-5-(trifluoro-methoxy)benzyl)amino)butoxy)azetidin-1-yl)benzo[c][2,6]naphthyridine